3-methyl-5-((2-oxopiperidin-4-yl)amino)-8-(4-(trifluoromethyl)phenyl)pyrido[4,3-d]pyrimidin-4(3H)-one CN1C=NC2=C(C1=O)C(=NC=C2C2=CC=C(C=C2)C(F)(F)F)NC2CC(NCC2)=O